ClC1=CC=C(S1)C1(CCC2(CN(C(N2)=O)C=2C=NC(=CC2C)C(F)(F)F)CC1)N(C)C 8-(5-chloro-thiophen-2-yl)-8-dimethylamino-3-[4-methyl-6-(trifluoromethyl)-pyridin-3-yl]-1,3-diazaspiro[4.5]decan-2-one